2-[2-(4-diethylamino-methylphenyl)vinyl]-4,6-bis(trichloromethyl)s-triazine methyl-3,4-diamino-5-iodo-benzoate COC(C1=CC(=C(C(=C1)I)N)N)=O.C(C)N(C1=CC(=C(C=C1)C=CC1=NC(=NC(=N1)C(Cl)(Cl)Cl)C(Cl)(Cl)Cl)C)CC